9-(2-((cyclopropylmethyl)(propyl)amino)pyrimidin-5-yl)-6,7-dimethoxynaphtho[2,3-c]furan-1(3H)-one hydrochloride Cl.C1(CC1)CN(C1=NC=C(C=N1)C1=C2C=C(C(=CC2=CC2=C1C(OC2)=O)OC)OC)CCC